(S)-N-(6-(1-(6-(1H-pyrazol-5-yl)pyridin-2-yl)-1H-pyrazol-4-yl)pyridin-3-yl)-1-acryloylpiperidine-3-carboxamide N1N=CC=C1C1=CC=CC(=N1)N1N=CC(=C1)C1=CC=C(C=N1)NC(=O)[C@@H]1CN(CCC1)C(C=C)=O